N-(cyclohexylmethyl)-1-(4-{4-[2-(6-methylpyridin-3-yl)acetamido]-1H-1,2,3-triazol-1-yl}butyl)-1H-1,2,3-triazole-4-carboxamide C1(CCCCC1)CNC(=O)C=1N=NN(C1)CCCCN1N=NC(=C1)NC(CC=1C=NC(=CC1)C)=O